cis-N-ethyl-3-((methylsulfonyl)amino)-2-((6-phenylpyridin-2-yl)methyl)piperidine-1-carboxamide C(C)NC(=O)N1[C@H]([C@H](CCC1)NS(=O)(=O)C)CC1=NC(=CC=C1)C1=CC=CC=C1